[2-(7-Fluoro-4-methoxy-2-methyl-indol-1-yl)-ethyl]-[6-(4-[1,2,4]oxadiazol-5-yl-phenyl)-pyrimidin-4-yl]-amine FC=1C=CC(=C2C=C(N(C12)CCNC1=NC=NC(=C1)C1=CC=C(C=C1)C1=NC=NO1)C)OC